2-(3-cyano-phenyl)-5-methyl-2H-pyrazole-3-carboxylic acid C(#N)C=1C=C(C=CC1)N1N=C(C=C1C(=O)O)C